(E)-ethyl 2-(4-methoxybenzylidene)-3-oxobutyrate COC1=CC=C(\C=C(\C(=O)OCC)/C(C)=O)C=C1